N-p-toluenesulfonyl-N-(1-(4-trifluoromethylphenyl)vinyl)methacrylamide CC1=CC=C(C=C1)S(=O)(=O)N(C(C(=C)C)=O)C(=C)C1=CC=C(C=C1)C(F)(F)F